FC1=C(C=CC=C1F)C=1C2=C(C(=NC1)OC)N=C(S2)[NH-] [7-(2,3-difluoro-phenyl)-4-methoxy-thiazolo[4,5-c]pyridin-2-yl]-amid